Tert-butyl N-(1-[3-(benzyloxy)propoxy]methylcyclopropyl)-N-methylcarbamate C(C1=CC=CC=C1)OCCCOCC1(CC1)N(C(OC(C)(C)C)=O)C